N[C@H]1C[C@@H](CCC1)CNC1=NN(C(=C1)C1=CC(=C(C#N)C=C1)F)C=1C=C2C=NN(C2=CC1)C(C)C 4-(3-((((1R,3R)-3-aminocyclohexyl)methyl)amino)-1-(1-isopropyl-1H-indazol-5-yl)-1H-pyrazol-5-yl)-2-fluorobenzonitrile